N1CCC(CC1)O Piperidin-4-Ol